P1(OCCCO1)N trimethylene phosphoramidite